C(=O)O.N[C@@H]1CCCC12CCN(CC2)C2=NC=C(C(N2C)=O)SC2=C(C=1N(C=C2)N=CC1)Cl (R)-2-(1-amino-8-azaspiro[4.5]decan-8-yl)-5-((4-chloropyrazolo[1,5-a]pyridin-5-yl)thio)-3-methylpyrimidin-4(3H)-one formate salt